O=C\1OCC/C1=C\CCCCC(=O)O (E)-6-(2-oxodihydrofuran-3(2H)-ylidene)hexanoic acid